(R)-tetrahydrofuran-3-ol O1C[C@@H](CC1)O